C(=O)(O)C1=C(C(=CC2=CC(=C(C=C12)C(=O)O)N)N)C(=O)O 1-carboxy-7-carboxy-amino-2-carboxy-6-amino-naphthalene